1,3-dimethylbutyl bromoformate BrC(=O)OC(CC(C)C)C